(S)-2-((S)-4,4-difluoro-3-(6-oxo-1,6-dihydropyridin-3-yl)piperidin-1-yl)-N-(5-(4-fluorophenoxy)pyrazin-2-yl)propanamide FC1([C@H](CN(CC1)[C@H](C(=O)NC1=NC=C(N=C1)OC1=CC=C(C=C1)F)C)C1=CNC(C=C1)=O)F